2-(2-pyridyl)pyrrolidine N1=C(C=CC=C1)C1NCCC1